4-((1H-indazol-5-yl)sulfonyl)-1-cyclopropyl-5-methyl-1H-pyrrole-2-carboxylic acid N1N=CC2=CC(=CC=C12)S(=O)(=O)C=1C=C(N(C1C)C1CC1)C(=O)O